(S)-N-((S)-(4-chlorophenyl)(4-(trifluoromethoxy)phenyl)methyl)-5-oxopyrrolidine-3-carboxamide ClC1=CC=C(C=C1)[C@@H](NC(=O)[C@@H]1CNC(C1)=O)C1=CC=C(C=C1)OC(F)(F)F